ClC1=C(C(=CC=C1)Cl)N1CC(C1)C=1C(=C(C(=NC1)CN1CCC(CC1)C(=O)O)C)C 1-((5-(1-(2,6-dichlorophenyl)azetidin-3-yl)-3,4-dimethylpyridin-2-yl)methyl)piperidine-4-carboxylic acid